N1(CCC1)C[C@H](C(=O)NC(C)(C)C1=C(C=CC=C1)Cl)C (R)-3-(azetidin-1-yl)-N-(2-(2-chlorophenyl)propan-2-yl)-2-methylpropanamide